C(C)(C)(C)OC(=O)N([C@H](C(=O)N[C@@H](C)C(=O)OC)C1=CC=C(C=C1)O)C methyl ((S)-2-((tert-butoxycarbonyl)(methyl)amino)-2-(4-hydroxyphenyl)acetyl)-L-alaninate